N-(1-amino-3-hydroxy-2-methyl-1-oxopropan-2-yl)-2-methyl-5-((4-methylthiazol-5-yl)methoxy)benzofuran-3-carboxamide NC(C(CO)(C)NC(=O)C1=C(OC2=C1C=C(C=C2)OCC2=C(N=CS2)C)C)=O